4-iodo-1-phenylbenzene IC1=CC=C(C=C1)C1=CC=CC=C1